tert-Butyl 5-[(2S,3R)-1-ethoxy-2-methyl-1-oxopentan-3-yl]-4-oxo-1,3-dihydrophthalazine-2-carboxylate C(C)OC([C@H]([C@@H](CC)C1=C2C(NN(CC2=CC=C1)C(=O)OC(C)(C)C)=O)C)=O